Thiomaleimide C1(C=CC(N1)=O)=S